1,8-dihydroxy-4,5-dinitro-9,10-anthraquinone OC1=CC=C(C=2C(C3=C(C=CC(=C3C(C12)=O)O)[N+](=O)[O-])=O)[N+](=O)[O-]